C(C)(C)(C)OC(=O)N(C(=O)OC(C)(C)C)CC1[C@H]2CN(C[C@@H]12)C(=O)OCC1=CC=CC=C1 benzyl (1R,5S,6r)-6-((bis(tert-butoxycarbonyl)amino)methyl)-3-azabicyclo[3.1.0]hexane-3-carboxylate